C1CCC2=C(C=3CCCC3C=C12)NC(=O)NS(=O)(=O)C1=NN(C=C1)CC(C)(B1OC(C(O1)(C)C)(C)C)C N-((1,2,3,5,6,7-hexahydro-s-indacen-4-yl)carbamoyl)-1-(2-methyl-2-(4,4,5,5-tetramethyl-1,3,2-dioxaborolan-2-yl)propyl)-1H-pyrazole-3-sulfonamide